COC1=CC(=C(C(=C1C(\C=C\C1=CC=C(C=C1)OCOC)=O)OCOC)CC=C(C)C)OCOC (E)-1-(6-methoxy-2,4-bis(methoxymethoxy)-3-(3-methylbut-2-en-1-yl)phenyl)-3-(4-(methoxymethoxy)phenyl)prop-2-en-1-one